2-benzyl-ethylenediamine C(C1=CC=CC=C1)C(CN)N